diphenylamine benzenesulfinate salt C1(=CC=CC=C1)S(=O)O.C1(=CC=CC=C1)NC1=CC=CC=C1